1,6-dibenzyl-3,4-dihydroquinoline C(C1=CC=CC=C1)N1CCCC2=CC(=CC=C12)CC1=CC=CC=C1